6-[4-[(R)-(6-fluoro-3-pyridyl)-phenyl-methyl]piperidine-1-carbonyl]-4H-1,4-benzoxazin-3-one FC1=CC=C(C=N1)[C@H](C1CCN(CC1)C(=O)C=1C=CC2=C(NC(CO2)=O)C1)C1=CC=CC=C1